C(C1=CC=CC=C1)N1CCC2(CC1)CCC(CC2)CN2C(=CC=C2)CO (S)-(1-((3-benzyl-3-azaspiro[5.5]undecan-9-yl)methyl)pyrrol-2-yl)methanol